1,2,4-Triazole-3-amine N1N=C(N=C1)N